2',6-difluoro-4'-trifluoromethyl-[1,1'-biphenyl]-2-carbaldehyde FC1=C(C=CC(=C1)C(F)(F)F)C=1C(=CC=CC1F)C=O